FC=1C(=CC2=C(N=C3N2C(=CC=C3)C3=CC=CC=C3)C1)F 7,8-difluoro-1-phenylbenzo[4,5]imidazo[1,2-a]pyridine